C(C)(C)(C)OCCOCCOCCCCCC 1-[2-(2-t-butoxyethoxy)ethoxy]Hexane